CC=1N=C2N(N=C(C(=C2)C)N2CC=3C=C(C=NC3CC2)C=2C=NC=CC2C)C(C1)=O 2,8-dimethyl-7-(3-(4-methylpyridin-3-yl)-7,8-dihydro-1,6-naphthyridin-6(5H)-yl)-4H-pyrimido[1,2-b]pyridazin-4-one